NC1=NC(=C2C(=N1)N(N=C2)CC2=C(C=CC=C2F)F)C=2C=C(C(=O)O)C=CN2 2-(6-amino-1-(2,6-difluorobenzyl)-1H-pyrazolo[3,4-d]pyrimidin-4-yl)isonicotinic acid